2-nonyl-1,3-dioxolane-2-acetic acid methyl ester COC(CC1(OCCO1)CCCCCCCCC)=O